N1C=NC(CC1=O)=O 4,6(1H,5H)-Pyrimidinedione